1-cyclopropyl-4-(4-(1,4-dimethyl-2-(4-(methylsulfonyl)phenyl)-1H-pyrrolo[3,2-c]pyridin-6-yl)-2,5-difluorophenyl)piperidin-4-ol C1(CC1)N1CCC(CC1)(O)C1=C(C=C(C(=C1)F)C1=CC2=C(C(=N1)C)C=C(N2C)C2=CC=C(C=C2)S(=O)(=O)C)F